FC(F)(F)C1=C(C=CC=C1)C=1NC=CC1C(=O)N 2-((trifluoromethyl)phenyl)-1H-pyrrole-3-carboxamide